C(C)(C)NC(O[C@H]1C[C@H](CC1)C=1NN=C(C1)NC(=O)C=1N(N=C(C1)C1=C(C(=CC=C1)C1OCCO1)OCC1=CC=C(C=C1)OC)C)=O (1R,3S)-3-(5-{5-[3-(1,3-dioxolan-2-yl)-2-[(4-methoxyphenyl)methoxy] phenyl]-2-methylpyrazole-3-amido}-2H-pyrazol-3-yl)cyclopentyl N-isopropylcarbamate